N1=C2C(=NC=C1)N=CC=C2N2CCC(CC2)CO (1-[pyrido[2,3-b]pyrazin-8-yl]piperidin-4-yl)methanol